2,4a,8,8-tetramethyloctahydrocyclopropa[d]Naphthalen-3(1H)-one CC1C(CC2(CCCC(C23C1C3)(C)C)C)=O